3a-ethynyl-3-hydroxyandrostan-17-one oxime C(#C)[C@]1(CC2CC[C@H]3[C@@H]4CCC([C@@]4(C)CC[C@@H]3[C@]2(CC1)C)=NO)O